5-fluoro-2-(4,4,5,5-tetramethyl-1,3,2-dioxaborolan-2-yl)benzonitrile FC=1C=CC(=C(C#N)C1)B1OC(C(O1)(C)C)(C)C